1-(3-(4-(4-(7-((3,5-dimethoxyphenyl)amino)quinoxalin-2-yl)-1H-pyrazol-1-yl)piperidine-1-carbonyl)azetidin-1-yl)prop-2-en-1-one COC=1C=C(C=C(C1)OC)NC1=CC=C2N=CC(=NC2=C1)C=1C=NN(C1)C1CCN(CC1)C(=O)C1CN(C1)C(C=C)=O